2-(3-(((4-(2-((1H-indazol-4-yl)amino)ethoxy)butyl)amino)methyl)-5-(trifluoromethoxy)phenoxy)ethanol N1N=CC2=C(C=CC=C12)NCCOCCCCNCC=1C=C(OCCO)C=C(C1)OC(F)(F)F